COC1=C(SC=C1)C1=C(SC=C1)C=O 3-methoxy-[2,3'-bithiophene]-2'-carbaldehyde